3',5'-dimethyl-[3,4'-bipyridine] 1'-oxide CC=1C=[N+](C=C(C1C=1C=NC=CC1)C)[O-]